3-bromo-2-(methoxycarbonyl)-5-((2-(trifluoromethoxy)phenyl)sulfonamido)benzoic acid BrC=1C(=C(C(=O)O)C=C(C1)NS(=O)(=O)C1=C(C=CC=C1)OC(F)(F)F)C(=O)OC